1-(3-(4-(8-Chloro-7-((2-methyl-1-((2-(trimethylsilyl)ethoxy)methyl)-1H-benzo[d]imidazol-6-yl)oxy)quinoxalin-2-yl)-1H-pyrazol-1-yl)cyclobutyl)azetidin-3-ol ClC=1C(=CC=C2N=CC(=NC12)C=1C=NN(C1)C1CC(C1)N1CC(C1)O)OC=1C=CC2=C(N(C(=N2)C)COCC[Si](C)(C)C)C1